NC1=CNON1CC(=O)NN 4-amino-furazan-5-acethydrazide